3,4-di(t-butyl)benzene C(C)(C)(C)C=1C=CC=CC1C(C)(C)C